CN(C1=NC2=CC=C(C=C2C(N1NC(CC1=CC(=C(C=C1)C(F)(F)F)F)=O)=O)F)C N-(2-Dimethylamino-6-fluoro-4-oxo-4H-quinazolin-3-yl)-2-(3-fluoro-4-trifluoromethyl-phenyl)-acetamide